(1r,4r)-5-(8-((4-(difluoromethoxy)phenyl)sulfonyl)-8-azaspiro[4.5]dec-2-yl)-2-oxa-5-azabicyclo[2.2.1]heptane FC(OC1=CC=C(C=C1)S(=O)(=O)N1CCC2(CCC(C2)N2[C@H]3CO[C@@H](C2)C3)CC1)F